[C@@H]12N[C@@H]([C@@H](CC1)C2)C(=O)N2CC(C2)C(=O)C2=CN(C1=CN=CC=C12)C1=C(C=C(C=C1)F)C=1C(=NC=CC1)C(C)(C)F (1-((1R,3S,4S)-2-Azabicyclo[2.2.1]heptane-3-carbonyl)azetidin-3-yl)(1-(4-fluoro-2-(2-(2-fluoropropan-2-yl)pyridin-3-yl)phenyl)-1H-pyrrolo[2,3-c]pyridin-3-yl)-methanone